C=[Zr](C1C2=CC=CC=C2C=2C=CC=CC12)C1C=CC=C1 methylene(cyclopentadienyl)(9-fluorenyl)zirconium